C1=NC=CC=2C3(CC=CC12)N=C1N(C=CC=C1)C3 spiro[imidazo[1,2-a]pyridine-2,5'-isoquinoline]